3,7-dimethyl-5-methyleneoctyl 2-oxopropanoate O=C(C(=O)OCCC(CC(CC(C)C)=C)C)C